FC=1C=C(C=C(C1CCN1[C@@H]([C@H]([C@@H]([C@H](C1)OCC1=CC=CC=C1)OCC1=CC=CC=C1)OCC1=CC=CC=C1)C)F)N1CCOCC1 4-(3,5-difluoro-4-(2-((2R,3R,4R,5S)-3,4,5-tris(benzyloxy)-2-methylpiperidin-1-yl)ethyl)phenyl)morpholine